[(1R)-2-(7-methyl-1-benzofuran-3-yl)-1-{[(1R,8S)-11-oxatricyclo[6.2.1.02,7]undeca-2,4,6-trien-1-yl]formamido}ethyl]boronic acid CC1=CC=CC=2C(=COC21)C[C@H](NC(=O)[C@]21C3=CC=CC=C3[C@H](CC2)O1)B(O)O